C[Si](C1=NN2C(C=CC(=C2)C(F)(F)F)=C1)(C)C Trimethyl-[6-(trifluoromethyl)pyrazolo[1,5-a]pyridin-2-yl]silane